4-(((1r,4r)-4-(dimethylamino)cyclohexyl)amino)-3-nitrobenzenesulfonamide CN(C1CCC(CC1)NC1=C(C=C(C=C1)S(=O)(=O)N)[N+](=O)[O-])C